O=C(NCC)CC(NCC(NCC(NCC(NCC(NCC(NCC(NCCC(=O)O)=O)=O)=O)=O)=O)=O)=O 4,6,9,12,15,18,21,24-octaoxo-3,7,10,13,16,19,22,25-octaazaoctacosan-28-oic acid